FC=1C=C(CN2C(C3=CC=C(C=C3C(C23CCCC3)C(=O)O)C)=O)C=CC1C(F)(F)F 2'-(3-fluoro-4-(trifluoromethyl)benzyl)-6'-methyl-1'-oxo-1',4'-dihydro-2'H-spiro[cyclopentane-1,3'-isoquinoline]-4'-carboxylic acid